4-(β-hydroxyethyl)amino-3-nitro-benzenesulfonic acid OCCNC1=C(C=C(C=C1)S(=O)(=O)O)[N+](=O)[O-]